CC(C(CCCC)O)O cis-2,3-heptanediol